N-(3',4'-dichloro-4-fluorobiphenyl-2-yl)-1-methyl-3-trifluoromethyl-1H-pyrazole-4-carboxamide ClC=1C=C(C=CC1Cl)C1=C(C=C(C=C1)F)NC(=O)C=1C(=NN(C1)C)C(F)(F)F